CN1N=C(C=C1B1OC(C(O1)(C)C)(C)C)C 1,3-dimethyl-5-(4,4,5,5-tetramethyl-1,3,2-dioxaborolan-2-yl)pyrazole